N1(N=CN=C1)CC=O 2-[1,2,4]triazole-1-yl-ethanone